ClC=1C=CC2=C(C=C(O2)C(=O)NC[C@@H]2CC[C@H](CC2)NCCOC2=CC(=C(C=C2)Cl)F)C1 trans-5-chloro-N-((4-((2-(4-chloro-3-fluorophenoxy)ethyl)amino)cyclohexyl)methyl)benzofuran-2-carboxamide